methyl (1S,3S,4S)-5-hydroxy-2-[(1R)-1-phenylethyl]-2-azabicyclo[2.2.1]heptane-3-carboxylate OC1[C@@H]2[C@H](N([C@H](C1)C2)[C@H](C)C2=CC=CC=C2)C(=O)OC